N-(5-((2-(4-azaspiro[2.4]heptan-4-yl)ethyl)carbamoyl)-2-methylpyridin-3-yl)-7-(1-methyl-1H-pyrazol-4-yl)-[1,2,4]triazolo[4,3-a]pyridine-3-carboxamide C1CC12N(CCC2)CCNC(=O)C=2C=C(C(=NC2)C)NC(=O)C2=NN=C1N2C=CC(=C1)C=1C=NN(C1)C